(4aR,8aS)-6-(3-(4-(3-((1,1,1-Trifluoro-2-methylpropan-2-yl)oxy)azetidin-1-yl)phenyl)azetidine-1-carbonyl)hexahydro-2H-pyrido[4,3-b][1,4]oxazin-3(4H)-one FC(C(C)(C)OC1CN(C1)C1=CC=C(C=C1)C1CN(C1)C(=O)N1C[C@@H]2[C@@H](OCC(N2)=O)CC1)(F)F